C(C)(C)(C)OC(=O)NNC(=O)NC1=C(C=C(C=C1F)S(=O)(=O)N(C1=C(N=CS1)C(=O)OC(C)(C)C)CC1=CC=C(C=C1)OC)F Tert-butyl 5-[[4-[(tert-butoxycarbonylamino)carbamoylamino]-3,5-difluoro-phenyl]sulfonyl-[(4-methoxyphenyl)methyl]amino]thiazole-4-carboxylate